5-chloro-2-methoxy-4-(4-(4-methylpiperazin-1-yl)piperidin-1-yl)aniline ClC=1C(=CC(=C(N)C1)OC)N1CCC(CC1)N1CCN(CC1)C